NCC1=C(N=NN1C)C1=CC=C(C(=N1)C)O[C@@H]1C[C@H](CCC1)C(=O)OC methyl (1S,3S)-3-((6-(5-(aminomethyl)-1-methyl-1H-1,2,3-triazol-4-yl)-2-methylpyridin-3-yl)oxy)cyclohexane-1-carboxylate